C(C)N(CCN(C1=NC(=NC=C1)N1CCOCC1)C1=CC(=NO1)C1=CC=C(C=C1)OC)CC N1,N1-diethyl-N2-(3-(4-methoxyphenyl)isoxazol-5-yl)-N2-(2-morpholinopyrimidin-4-yl)ethane-1,2-diamine